perfluorohexadecane FC(C(C(C(C(C(C(C(C(C(C(C(C(C(C(C(F)(F)F)(F)F)(F)F)(F)F)(F)F)(F)F)(F)F)(F)F)(F)F)(F)F)(F)F)(F)F)(F)F)(F)F)(F)F)(F)F